2-amino-1-(3,4-dihydroxyphenyl)ethane-1-one NCC(=O)C1=CC(=C(C=C1)O)O